Tert-butyl 2,2-dimethyl-4-(((trifluoromethyl) sulfonyl) oxy)-3,6-dihydropyridine-1(2H)-carboxylate CC1(N(CC=C(C1)OS(=O)(=O)C(F)(F)F)C(=O)OC(C)(C)C)C